2α,3α-dihydroxy-25-methyl-5α-cholestan-6-one O[C@H]1[C@H](C[C@@H]2C(C[C@H]3[C@@H]4CC[C@H]([C@@H](CCCC(C)(C)C)C)[C@]4(CC[C@@H]3[C@]2(C1)C)C)=O)O